2-((8-amino-6-(5-amino-4-methoxypyridin-3-yl)-7-fluoroisoquinolin-3-yl)amino)-6-isopropyl-5,6-dihydro-4H-pyrazolo[1,5-d][1,4]diazepin-7(8H)-one NC=1C(=C(C=C2C=C(N=CC12)NC1=NN2CC(N(CCC2=C1)C(C)C)=O)C=1C=NC=C(C1OC)N)F